6-(3,3-difluoropropyl)-5-fluoro-2-methoxy-pyridin-3-amine FC(CCC1=C(C=C(C(=N1)OC)N)F)F